(p-hydroxyphenyl)-ethylene OC1=CC=C(C=C1)C=C